C(=O)=C1C(NC2=CC=CC=C12)=C1C=NC2=CC=CC=C12 carbonyl-2,3'-biindole